4-fluoro-3-(1-piperidinylsulfonyl)benzoic acid FC1=C(C=C(C(=O)O)C=C1)S(=O)(=O)N1CCCCC1